iron-ruthenium-boron [B].[Ru].[Fe]